2-mercapto-benzimidazole zinc salt [Zn].SC=1NC2=C(N1)C=CC=C2